ICC[C@H]1NC2=C(OC1)C=C(C=C2[N+](=O)[O-])S(=O)(=O)N (R)-3-(2-iodoethyl)-5-nitro-3,4-dihydro-2H-benzo[b][1,4]oxazine-7-sulfonamide